COC1=CC=C(C=N1)C1COC2=C(O1)C=CC(=C2)CC=2C(=NC(=NC2)N)N 5-((2-(6-methoxypyridin-3-yl)-2,3-dihydrobenzo[b][1,4]dioxin-6-yl)methyl)pyrimidine-2,4-diamine